2,7-dihydroxynaphthalene OC1=CC2=CC(=CC=C2C=C1)O